FC=1C=C(CC=2C=C3C(=NNC3=CC2)NC(C2=C(C=C(C=C2)N2CCN(CC2)C(CCCCCCNC2=C3C(N(C(C3=CC=C2)=O)C2C(NC(CC2)=O)=O)=O)=O)NC2CCOCC2)=O)C=C(C1)F N-(5-(3,5-Difluorobenzyl)-1H-indazol-3-yl)-4-(4-(7-((2-(2,6-dioxopiperidin-3-yl)-1,3-dioxoisoindolin-4-yl)amino)heptanoyl)piperazin-1-yl)-2-((tetrahydro-2H-pyran-4-yl)amino)benzamide